[Co](Br)(Br)Br cobalt(III) bromide